gold potassium aurous sulfate S(=O)(=O)([O-])[O-].[Au+].[K+].[Au+3]